FC(OC1=CC=C(C=C1)N(C(OC(Cl)(Cl)Cl)=O)C)F trichloromethyl N-[4-(difluoromethoxy)phenyl]-N-methylcarbamate